phenylazoxybenzene C1=CC=C(C=C1)C2=CC=CC=C2N=[N+](C3=CC=CC=C3)[O-]